3-cyclopropyl-1-(2-fluoro-4-iodo-phenyl)-5-hydroxy-6,8-dimethyl-1H,8H-pyrido[2,3-d]pyrimidine-2,4,7-trione C1(CC1)N1C(N(C2=C(C1=O)C(=C(C(N2C)=O)C)O)C2=C(C=C(C=C2)I)F)=O